ClC1=CC(=C(C=C1Cl)C(C1CC2CCC(C1)N2C(=O)OC(C)(C)C)NS(=O)C(C)(C)C)O tert-butyl 3-[(4,5-dichloro-2-hydroxyphenyl)[(2-methylpropane-2-sulfinyl)amino]methyl]-8-azabicyclo[3.2.1]octane-8-carboxylate